FC(=C1CCN(CC1)C1=C(C(=O)NC2=CC=C3C(=N2)N(N=C3)CC32CC(C3)(C2)F)C=CC(=C1)I)F 2-(4-(difluoromethylene)piperidin-1-yl)-N-(1-((3-fluorobicyclo[1.1.1]pentan-1-yl)methyl)-1H-pyrazolo[3,4-b]pyridin-6-yl)-4-iodobenzamide